COC1=CC=C(C=C1)C1CC2(CC(C2)C(=O)O)C1 6-(4-methoxyphenyl)spiro[3.3]heptane-2-carboxylic acid